8-Chloro-1-(4,4-difluoro-1-methylpyrrolidin-3-yl)-2-{[4-(methoxymethyl)-1H-1,2,3-triazol-1-yl]methyl}-1H-imidazo[4,5-c]chinolin ClC1=CC=2C3=C(C=NC2C=C1)N=C(N3C3CN(CC3(F)F)C)CN3N=NC(=C3)COC